NC=1C(=NC=CC1C1=C(C=CC(=C1)F)F)C1C(CCCC1)O 2-(3-amino-4-(2,5-difluorophenyl)pyridin-2-yl)cyclohexane-1-ol